OC(CCCCCCCCC(=O)O)CCCCCCCCCCCC 10-Hydroxy-docosanoic acid